2-Methyl-2-dodecanol CC(C)(CCCCCCCCCC)O